CC=1C=C(\C=N\NC2=C3N=CN(C3=NC(=N2)N2CCOCC2)C=2C=C(C=CC2)C)C=CC1 (E)-4-(6-(2-(3-methylbenzylidene)hydrazinyl)-9-(m-tolyl)-9H-purin-2-yl)morpholine